Cl.COC1=C(C=C2CCN[C@@H]3CC4=C(C1=C23)C(=CC=C4)OC)O (R)-1,11-dimethoxy-5,6,6a,7-tetrahydro-4H-dibenzo[de,g]quinolin-2-ol hydrochloride